CN1C(N(C(C1=CC1=CC=C(C=C1)NCCN1CCOCC1)=O)C1=CC=C(C=C1)C)=[Se] 1-methyl-5-(4-((2-morpholinoethyl)amino)benzylidene)-2-selenoxo-3-(4-tolyl)imidazolin-4-one